(3-hydroxymethyl-2,2-dimethylcyclobutylidene)propan-1-ol OCC1C(C(C1)=C(CC)O)(C)C